3-bromo-5-fluoro-4-iodo-N,N-bis(4-methoxybenzyl)aniline BrC=1C=C(N(CC2=CC=C(C=C2)OC)CC2=CC=C(C=C2)OC)C=C(C1I)F